C(N)(=O)C1=CC(=C(C=C1)NCCCNC(OC(C)(C)C)=O)[N+](=O)[O-] tert-Butyl (3-((4-carbamoyl-2-nitrophenyl)amino)propyl)carbamate